{3-azabicyclo[3.2.1]octan-1-yl}methanol hydrochloride Cl.C12(CNCC(CC1)C2)CO